1-(3-(((1-(3-Acetamido-1H-pyrazole-1-carbonyl)piperidin-4-yl)(methyl)amino)methyl)-5-(trifluoromethyl)phenyl)cyclopentane-1-carboxylic acid C(C)(=O)NC1=NN(C=C1)C(=O)N1CCC(CC1)N(C)CC=1C=C(C=C(C1)C(F)(F)F)C1(CCCC1)C(=O)O